NC[C@H]([C@@H](O)[C@H]1[C@@H]([C@H](C[C@@](O1)(C(=O)O)OCCOCCOCC#C)O)NC(CO)=O)O (2R,4S,5R,6R)-6-((1R,2R)-3-amino-1,2-dihydroxypropyl)-4-hydroxy-5-(2-hydroxyacetamido)-2-(2-(2-(prop-2-yn-1-yloxy)ethoxy)ethoxy)tetrahydro-2H-pyran-2-carboxylic acid